NC=1N=CC2=CC(=C(C=C2C1)C1=CCN(CC1)C(=O)OC(C)(C)C)Cl tert-butyl 4-(3-amino-7-chloroisoquinolin-6-yl)-5,6-dihydropyridine-1(2H)-carboxylate